BrC1=C(C(=NC2=CN=CC=C12)OCC1N(CCC1)C)F 4-bromo-3-fluoro-2-((1-methylpyrrolidin-2-yl)methoxy)-1,7-naphthyridine